Cl.FC1=CC(=CC2=C1N=C(S2)C2CCNCC2)C2=NC=1N(C=C2)N=C(C1)C 5-[4-fluoro-2-(piperidin-4-yl)-1,3-benzothiazol-6-yl]-2-methylpyrazolo[1,5-a]pyrimidine hydrochloride